(8S,11S)-19-[(4-methoxyphenyl)methyl]-7-oxa-10,13,17,19-tetrazapentacyclo[15.6.1.12,6.18,11.020,24]hexacosa-1(24),2(26),3,5,20,22-hexaene-12,18-dione COC1=CC=C(C=C1)CN1C(N2CCCNC([C@H]3NC[C@@H](OC4=CC=CC(C=5C=CC=C1C52)=C4)C3)=O)=O